1,1,3,3-tetrabutyl-2-(dibutyl(methyl)silyl)-1,3-dimethyl-2-phenyltrisilane C(CCC)[Si]([Si]([Si](C)(CCCC)CCCC)(C1=CC=CC=C1)[Si](C)(CCCC)CCCC)(C)CCCC